FC(C1=CC=C(CN2C=CC3=C(C=CC(=C23)C(=O)N[C@H](C)C2=CC=C(C(=O)O)C=C2)C2=CC(=CC=C2)C(F)(F)F)C=C1)(F)F (R)-4-(1-(1-(4-(trifluoromethyl)benzyl)-4-(3-(trifluoromethyl)phenyl)-1H-indol-7-amido)ethyl)benzoic acid